3-amino-2-deoxy-d-ribitol N[C@@](CCO)(O)[C@H](O)CO